C12NC2C1 2-azabicyclo[1.1.0]butane